2-(2-chloroethyl)-N-((2-(6-((cis)-2,6-dimethylmorpholino)pyridin-2-yl)-1,6-naphthyridin-7-yl)methyl)-4-methyl-5-(methylsulfonyl)benzamide ClCCC1=C(C(=O)NCC2=NC=C3C=CC(=NC3=C2)C2=NC(=CC=C2)N2C[C@@H](O[C@@H](C2)C)C)C=C(C(=C1)C)S(=O)(=O)C